(R)-1-(3-((3'-(3-((R)-3-hydroxypyrrolidin-1-yl)propoxy)-2,2'-dimethyl-[1,1'-biphenyl]-3-yl)oxy)propyl)piperidine-3-carboxylic acid O[C@H]1CN(CC1)CCCOC=1C(=C(C=CC1)C1=C(C(=CC=C1)OCCCN1C[C@@H](CCC1)C(=O)O)C)C